N-(3,4-Difluorophenyl)-8a-hydroxy-2-methyl-5a,6,7,8,8a,9-hexahydro-2H,5H-cyclopenta[f]pyrrolo[3,4-b][1,4,5]oxathiazocin-1-carboxamid-4,4-dioxid FC=1C=C(C=CC1F)NC(=O)C=1N(C=C2C1OCC1(C(NS2(=O)=O)CCC1)O)C